3-(piperidin-4-yl)-1H-imidazo[4,5-c]pyridin-2(3H)-one N1CCC(CC1)N1C(NC2=C1C=NC=C2)=O